4-{[(1-cycloheptylpiperidin-4-yl)oxy]methyl}-1,3-thiazol-2-amine C1(CCCCCC1)N1CCC(CC1)OCC=1N=C(SC1)N